CC=1C(N(C(C1C)=O)NC1=NC2=CC(=CC=C2C(=C1)CN1CC(CC1)NC(=O)OC(C)(C)C)Br)=O N-[1-({2-[(3,4-dimethyl-2,5-dioxoazolinyl)amino]-7-bromo(4-quinolyl)}-methyl)pyrrolidin-3-yl](tert-butoxy)carboxamide